2-(3-(2-(2-Aminoethoxy)ethoxy)propanamido)-N-(5-methyloxazol-2-yl)benzamide NCCOCCOCCC(=O)NC1=C(C(=O)NC=2OC(=CN2)C)C=CC=C1